C(C)(C)(C)OC(=O)N1CCC(CC1)C1=CC(=C2C(=NC=NN21)N)C2=CC=C(C=C2)NC(=O)C=2C(N(C(=C(C2)Br)COC)C2=CC=CC=C2)=O 4-(4-amino-5-(4-(5-bromo-6-(methoxymethyl)-2-oxo-1-phenyl-1,2-dihydropyridine-3-carboxamido)phenyl)pyrrolo[2,1-f][1,2,4]Triazin-7-yl)piperidine-1-carboxylic acid tert-butyl ester